2-acetamido-3-bromo-N,5-dimethylbenzamide C(C)(=O)NC1=C(C(=O)NC)C=C(C=C1Br)C